NC1=NC2=C(C3=CN=CC=C13)C=C(C=C2)C(=O)N([C@@H]2COC1=NC(=CC=C12)C(F)(F)F)CC1CC1 (S)-5-amino-N-(cyclopropylmethyl)-N-(6-(trifluoromethyl)-2,3-dihydrofuro[2,3-b]pyridin-3-yl)benzo[c][2,6]naphthyridin-9-carboxamide